(R)-2-(1-(3,3-dimethyl-1,4-diazepan-1-yl)butyl)-3-ethyl-6-fluoroquinolin-4(3H)-one CC1(CN(CCCN1)C(CCC)C1=NC2=CC=C(C=C2C([C@@H]1CC)=O)F)C